CN1CCN(CC1)CCNC(N)=O 3-(2-(4-methylpiperazin-1-yl)ethyl)urea